methyl β-(3,5-di-tert-butyl-4-hydroxyphenyl)propionate C(C)(C)(C)C=1C=C(C=C(C1O)C(C)(C)C)CCC(=O)OC